BrC=1C=C2C(C(=CN(C2=NC1)N(CCOC)C(=O)OC(C)(C)C)C(=O)[O-])=O 6-bromo-1-((tert-butoxycarbonyl) (2-methoxyethyl) amino)-4-oxo-1,4-dihydro-1,8-naphthyridine-3-carboxylate